5-methyl-6-[(3R,4R)-3-methylpiperidin-4-yl]pyridazin-3-amine CC=1C=C(N=NC1[C@H]1[C@H](CNCC1)C)N